CC1=C(C(=O)N[C@H](C)C2=CC=CC3=CC=CC=C23)C=C(C=C1)NS(=O)(=O)N1CCOCC1 (R)-2-methyl-5-(morpholine-4-sulfonamido)-N-(1-(naphthalen-1-yl)ethyl)benzamide